5-methylcyclooctane-1,4-diol CC1C(CCC(CCC1)O)O